N-tetradecyl-2-(3,4-ditetrahydropyranyloxyphenyl)-3,7-ditetrahydropyranyloxyquinolin-4-one C(CCCCCCCCCCCCC)N1C(=C(C(C2=CC=C(C=C12)OC1OCCCC1)=O)OC1OCCCC1)C1=CC(=C(C=C1)OC1OCCCC1)OC1OCCCC1